C1N(CC12CNCC2)C=O (2,6-diazaspiro[3.4]octan-2-yl)methanone